N-(4-chloro-3-(morpholinosulfonyl)phenyl)-4-(N-(3-(trifluoromethyl)phenyl)sulfamoyl)benzamide ClC1=C(C=C(C=C1)NC(C1=CC=C(C=C1)S(NC1=CC(=CC=C1)C(F)(F)F)(=O)=O)=O)S(=O)(=O)N1CCOCC1